(S)-4-(bis(4-chlorophenyl)carbamoyl)-1-(10-oxo-10,11-dihydro-5H-dibenzo[b,f]azepine-5-carbonyl)piperazine-2-carboxylic acid ClC1=CC=C(C=C1)N(C(=O)N1C[C@H](N(CC1)C(=O)N1C2=C(CC(C3=C1C=CC=C3)=O)C=CC=C2)C(=O)O)C2=CC=C(C=C2)Cl